5-Amino-7-(4,4-difluoropiperidin-1-yl)isoindolin-1-one NC=1C=C2CNC(C2=C(C1)N1CCC(CC1)(F)F)=O